3-fluoro-5-formyl-4-hydroxy-N-(3-(4-(pyrrolidin-1-yl)phenyl)-1,2,4-thiadiazol-5-yl)benzamide FC=1C=C(C(=O)NC2=NC(=NS2)C2=CC=C(C=C2)N2CCCC2)C=C(C1O)C=O